OCC([C@H](C[C@H]1C(NCC1)=O)NC(=O)[C@H]1N(C[C@@H]2[C@@H]3C=C[C@H]([C@H]12)C3)C(=O)OC(C)(C)C)=O tert-butyl (1S,3aR,4S,7R,7aS)-1-(((S)-4-hydroxy-3-oxo-1-((S)-2-oxopyrrolidin-3-yl)butan-2-yl)carbamoyl)-1,3,3a,4,7,7a-hexahydro-2H-4,7-methanoisoindole-2-carboxylate